CN1C(=NC=2N(C(NC(C12)=O)=O)CC(CC(F)(F)F)O)C1=CC(=C(C=C1)OC1=CC=C(C=C1)OC(F)(F)F)OC(F)(F)F 7-methyl-3-(4,4,4-trifluoro-2-hydroxybutyl)-8-(3-(trifluoromethoxy)-4-(4-(trifluoromethoxy)phenoxy)phenyl)-3,7-dihydro-1H-purine-2,6-dione